ClC1=C(C=CC(=C1)C)C=1C=C(C2=C(NC(=N2)CN2CCN(CC2)CC(F)(F)F)C1)C(=O)O 6-(2-chloro-4-methylphenyl)-2-[[4-(2,2,2-trifluoroethyl)piperazin-1-yl]methyl]-1H-benzimidazole-4-carboxylic acid